ClC=1C(=C(C(=CC1)OC)C1=CC(=NC=C1C(=O)NC=1SC(=NN1)C(CC=C)(F)F)C)F 4-(3-Chloro-2-fluoro-6-methoxyphenyl)-N-(5-(1,1-difluorobut-3-en-1-yl)-1,3,4-thiadiazol-2-yl)-6-methylnicotinamide